COCCN(CC[C@@H](C(=O)O)NC1=NC=NC=C1)CCCCC1=NC=2NCCCC2C=C1 (S)-4-((2-methoxyethyl)(4-(5,6,7,8-tetrahydro-1,8-naphthyridin-2-yl)butyl)amino)-2-(pyrimidin-4-ylamino)butanoic acid